BrC1=NC=C(C=C1Cl)C(F)(F)F 2-bromo-3-chloro-5-(trifluoromethyl)pyridine